C[C@@H]1CCN(CCO1)C=1C=C2C(=CC=NC2=CC1)C(=O)O (R)-6-(7-methyl-1,4-oxaazepan-4-yl)quinoline-4-carboxylic acid